C(C)(CC)N([Si](O[SiH3])(C)C)C(C)CC 1-di-sec-butylamino-1,1-dimethyldisiloxane